C[Hf](C1(C=CC=C1)C)(C1(C=CC=C1)CCC)C dimethyl-(propylcyclopentadienyl)(methylcyclopentadienyl)hafnium